Urea nitrite N(=O)O.NC(=O)N